CCCCCCCCCCCCN1CCCC1=O N-dodecyl-2-pyrrolidone